N-(3-carboxy-2-hydroxyphenyl)maleimide C(=O)(O)C=1C(=C(C=CC1)N1C(C=CC1=O)=O)O